N-[5-[(2,4-difluorophenyl)methylcarbamoyl]-4-fluoro-2-methylphenyl]-2-methyl-1,3-thiazole-5-carboxamide FC1=C(C=CC(=C1)F)CNC(=O)C=1C(=CC(=C(C1)NC(=O)C1=CN=C(S1)C)C)F